5-{2-[2-(7-methylquinoline-8-sulfonamido)phenyl]ethynyl}-4-phenylpyridine-2-carboxylic acid CC1=CC=C2C=CC=NC2=C1S(=O)(=O)NC1=C(C=CC=C1)C#CC=1C(=CC(=NC1)C(=O)O)C1=CC=CC=C1